4-chloro-2-methanesulfonyl-6-(trifluoromethyl)pyrimidine ClC1=NC(=NC(=C1)C(F)(F)F)S(=O)(=O)C